ClC=1C=C(C=2N(N1)C[C@H](N2)C)C(=O)N[C@H](C)C2=C(C(=CC=C2)C(F)(F)F)F (2R)-6-chloro-N-[(1R)-1-[2-fluoro-3-(trifluoromethyl)phenyl]ethyl]-2-methyl-2,3-dihydroimidazo[1,2-b]pyridazine-8-carboxamide